NC1=NC=NN2C1=C(C=C2C=2C(=CC(=C(C(=O)N[C@@H]1CN(C[C@@H]1F)C(C(C)(C)F)=O)C2)C)F)CN2CCC(CC2)(F)F 5-{4-amino-5-[(4,4-difluoropiperidin-1-yl)methyl]pyrrolo[2,1-f][1,2,4]triazin-7-yl}-4-fluoro-N-[(3R,4S)-4-fluoro-1-(2-fluoro-2-methylpropanoyl)pyrrolidin-3-yl]-2-methylbenzamide